1-(2-(dimethylamino)ethyl)-N-(4-(1-(ethylsulfonyl)-1H-indol-3-yl)pyrimidin-2-yl)-1H-Indazole-5-amine CN(CCN1N=CC2=CC(=CC=C12)NC1=NC=CC(=N1)C1=CN(C2=CC=CC=C12)S(=O)(=O)CC)C